N-(2-methyl-5-piperazin-1-yl-phenyl)-2-[3-methyl-5-(triazol-1-yl)indol-1-yl]propanamide CC1=C(C=C(C=C1)N1CCNCC1)NC(C(C)N1C=C(C2=CC(=CC=C12)N1N=NC=C1)C)=O